N1(C=NC=C1)C=1C=CC(=C(C1)O)C1=NC=C(N=C1)/C=C\1/C[C@]2(CC[C@@H](C1)N2)C 5-(1H-imidazol-1-yl)-2-(5-((E)-((1R,5S)-1-methyl-8-azabicyclo[3.2.1]octan-3-ylidene)methyl)pyrazin-2-yl)phenol